BrC=1C=C(N(N1)C)C(=O)O 5-bromo-2-methylpyrazole-3-carboxylic acid